2-(bis(3-chloro-4-fluorophenyl)methyl)-5-(methylthio)-1-((2-(trimethylsilyl)eth-oxy)methyl)-1H-imidazole ClC=1C=C(C=CC1F)C(C=1N(C(=CN1)SC)COCC[Si](C)(C)C)C1=CC(=C(C=C1)F)Cl